N-((5-Bromothiophen-2-yl)methyl)-N-methyl-D-alanine BrC1=CC=C(S1)CN([C@H](C)C(=O)O)C